5,10-dibromonaphtho[1,2-c:5,6-c']bis[1,2,5]thiadiazole BrC1=CC2=C(C=C(C=3C2=NSN3)Br)C3=NSN=C31